ClC1=C(C=C(C(=C1)C)F)B(O)O (2-chloro-5-fluoro-4-methylphenyl)boronic acid